OC1=C(C=CC=C1)S(=O)(=O)[O-].S(=O)(C1=CC=C(C=C1)N)(=O)O.[Na+] sodium 4-sulfanilic acid (2-hydroxy-benzenesulfonate)